N-isopropyl-4-(3-methyl-benzoylsulfamoyl)-benzamide C(C)(C)NC(C1=CC=C(C=C1)S(NC(C1=CC(=CC=C1)C)=O)(=O)=O)=O